benzyl 6-(7-(1-phenyl-1,2,3,6-tetrahydropyridin-4-yl)thieno[2,3-d]pyridazin-4-yl)-3,4-dihydroisoquinoline-2(1H)-carboxylate C1(=CC=CC=C1)N1CCC(=CC1)C=1N=NC(=C2C1SC=C2)C=2C=C1CCN(CC1=CC2)C(=O)OCC2=CC=CC=C2